NC1=NC=C(C=C1C(=O)N[C@@H]1[C@H](CCC1)OCC1=CC=C(C=C1)C=1C=C2CCC(C2=CC1)N1CCN(CC1)CCO)C=1C=NN(C1)C 2-amino-N-{(1S,2S)-2-[(4-{1-[4-(2-hydroxyethyl)piperazin-1-yl]-2,3-dihydro-1H-inden-5-yl}phenyl)methoxy]cyclopentyl}-5-(1-methyl-1H-pyrazol-4-yl)pyridine-3-carboxamide